(2S)-2-amino-N-(2,6-piperidinedione-3-yl)-3-phenylpropionamide hydrochloride Cl.N[C@H](C(=O)NC1C(NC(CC1)=O)=O)CC1=CC=CC=C1